3-(((1-(2,2-difluoroethyl)azetidin-3-yl)carbamoyl)oxy)propane-1,2-diyl bis(decanoate) C(CCCCCCCCC)(=O)OCC(COC(NC1CN(C1)CC(F)F)=O)OC(CCCCCCCCC)=O